FC1=CC(=C(C(=N1)N1CCCC1)NC(=O)C=1C=NC(=NC1)C(C)C)C1=C(C=CC=C1)F N-(6-fluoro-4-(2-fluoro-phenyl)-2-(pyrrolidin-1-yl)pyridin-3-yl)-2-iso-propylpyrimidine-5-carboxamide